(3S,4R)-1-cyano-N-(5-phenylthiazol-2-yl)-4-(pyridin-3-yl)pyrrolidine-3-carboxamide but-3-en-1-yl-L-glutamate C(CC=C)N[C@@H](CCC(=O)O)C(=O)O.C(#N)N1C[C@H]([C@@H](C1)C=1C=NC=CC1)C(=O)NC=1SC(=CN1)C1=CC=CC=C1